Phosphoric acid, magnesium salt [Mg+2].P([O-])([O-])([O-])=O.P([O-])([O-])([O-])=O.[Mg+2].[Mg+2]